CN1C2=C(OC[C@@H](C1=O)NC(C(=O)N[C@H](C)C1=CC=CC=C1)=O)C=CC(=C2)C#CC2CN(C2)N=O N1-((S)-5-methyl-7-((1-nitrosoazetidin-3-yl)ethynyl)-4-oxo-2,3,4,5-tetrahydrobenzo[b][1,4]oxazepin-3-yl)-N2-((R)-1-phenylethyl)oxalamide